2,4-dichloro-4-nitroaniline ClC1=C(N)C=CC(C1)([N+](=O)[O-])Cl